C(C)OCCN(C(C#CC(SC)=O)(C)C)C S-methyl 4-[2-ethoxyethyl (methyl)amino]-4-methyl-pent-2-ynethioate